3-(azetidin-1-yl)-N-(2-fluoro-1-(p-tolyl)ethyl)propanamide N1(CCC1)CCC(=O)NC(CF)C1=CC=C(C=C1)C